CO[Si]1(OC(COCCC1)CN1CCN(CC1)C)C 2-methoxy-2-methyl-8-(4-methylpiperazinyl)methyl-1,6-dioxa-2-silacyclooctane